C(CCCCCCCCCCCCCCCCC)NC(C(=C)C)=O N-octadecyl-(methyl)acrylamide